2-bromo-4-(1-piperidylmethyl)pyridine BrC1=NC=CC(=C1)CN1CCCCC1